CN(C(=S)Cl)C dimethylaminocarbothioyl chloride